O=C1NC(CCC1N1C(C2=CC=CC(=C2C1)SCCCCCC(=O)O)=O)=O 6-((2-(2,6-dioxopiperidine-3-yl)-1-oxoisoindoline-4-yl)thio)hexanoic acid